NC1=C(C=CC=C1)CC(=O)[O-].[Na+] Sodium 2-(2-aminophenyl)acetate